ClC=1C=C(C=CC1F)NC(=O)C1=C(N=CN1C)C1CC2CC(CC2C1)(C1=CC(=NN1C)C#CC(C)(C)O)O N-(3-Chloro-4-fluorophenyl)-4-(5-hydroxy-5-(3-(3-hydroxy-3-methylbut-1-yn-1-yl)-1-methyl-1H-pyrazol-5-yl)octahydropentalen-2-yl)-1-methyl-1H-imidazole-5-carboxamide